epoxybisphenol A diacrylate C(C=C)(=O)O.C(C=C)(=O)O.OC=1C2=C(C(=CC1)C(C)(C)C1=CC=C(C=C1)O)O2